NC1=C(C=CC(=C1)CN1C(C(=C(C1=O)Cl)Cl)O)N1CCN(CC1)C(=O)OC(C)(C)C tert-Butyl 4-(2-amino-4-((3,4-dichloro-2-hydroxy-5-oxo-2,5-dihydro-1H-pyrrol-1-yl) methyl) phenyl)piperazine-1-carboxylate